1-cyclopropyl-7-[(1S,6S)-2,8-diazabicyclo[4.3.0]non-8-yl]-6-fluoro-8-methoxy-4-oxo-quinoline-3-carboxylic acid C1(CC1)N1C=C(C(C2=CC(=C(C(=C12)OC)N1C[C@@H]2CCCN[C@@H]2C1)F)=O)C(=O)O